ClC1=CC(=C(C=N1)C#CC1=CC=C(CN2CCOCC2)C=C1)F (4-((6-chloro-4-fluoropyridin-3-yl)ethynyl)benzyl)morpholine